4,6-Dimethoxybenzofuran-2-carboxylic acid ethyl ester C(C)OC(=O)C=1OC2=C(C1)C(=CC(=C2)OC)OC